C(CCCCCC\C=C/CCCCCCCC)C1(OCC(O1)CCO)CCCCCCC\C=C/CCCCCCCC 2-(2,2-di((Z)-heptadec-8-en-1-yl)-1,3-dioxolan-4-yl)ethan-1-ol